CN1N=CC2=CC(=CC=C12)\C=C\1/N=C(NC1=O)NCC1=C(C=CC=C1)C(F)(F)F (4Z)-4-[(1-Methylindazol-5-yl)methylene]-2-[[2-(trifluoromethyl)phenyl]methylamino]-1H-imidazol-5-one